(S)-2-amino-3-(1-propyl-1H-imidazol-4-yl)propionic acid N[C@H](C(=O)O)CC=1N=CN(C1)CCC